oxochromene-6-sulfonic acid O=C1OC2=CC=C(C=C2C=C1)S(=O)(=O)O